2-(4-(9,10-bis(naphthalen-2-yl)anthracene-2-yl)phenyl)-1-phenyl-1H-phenanthroline C1=C(C=CC2=CC=CC=C12)C=1C2=CC=CC=C2C(=C2C=CC(=CC12)C1=CC=C(C=C1)C1N(C2=C3N=CC=CC3=CC=C2C=C1)C1=CC=CC=C1)C1=CC2=CC=CC=C2C=C1